1,3,5-tri(2-hydroxypropyl)cyanuric acid OC(CN1C(=O)N(C(=O)N(C1=O)CC(C)O)CC(C)O)C